BrC1=CC2=CN(N=C2C(=C1OC)C)C 5-bromo-6-methoxy-2,7-dimethyl-indazole